C(=O)O.C(C)OC1=NC=CC=C1C1=NC(=C(C=C1)OC1CC2(CN(C2)C2=C(C=C(C=C2)F)C(F)(F)F)CC1)C(=O)NC1CN(C1)C 2'-ethoxy-5-((2-(4-fluoro-2-(trifluoromethyl)phenyl)-2-azaspiro[3.4]octan-6-yl)oxy)-N-(1-methylazetidin-3-yl)-[2,3'-bipyridine]-6-carboxamide formate